(R)-N-((S)-1-(2-fluoro-5-methoxyphenyl)ethyl)-2-methylpropane-2-sulfinamide FC1=C(C=C(C=C1)OC)[C@H](C)N[S@](=O)C(C)(C)C